2,2-Dichloro-3,3-dimethylcyclopropanecarboxylic acid ClC1(C(C1(C)C)C(=O)O)Cl